C1(=CC(=CC=C1)CNC(CC(=O)N[C@@H](CC1=CC=C(C=C1)C)OB(O)O)=O)C1=CC=CC=C1 (R)-(1-(3-(([1,1'-biphenyl]-3-ylmethyl)amino)-3-oxopropionamido)-2-(p-tolyl)ethyl)boric acid